ortho-hydroxybenzaldehyde OC1=C(C=O)C=CC=C1